6-methyl-5-(8-methyl-2-oxo-1,2,3,4-tetrahydroquinolin-6-yl)-3,6-dihydro-2H-1,3,4-thiadiazin-2-one CC1C(=NNC(S1)=O)C=1C=C2CCC(NC2=C(C1)C)=O